FC(C=1C=C(C=C(C1)C(F)(F)F)C(C(=O)N(C=1C=NC(=CC1C1=C(C=CC=C1)C)N1CCN(CC1)C)C)(C)C)(F)F 2-(3,5-bis(trifluoromethyl)phenyl)-N,2-bismethyl-N-(6-(4-methylpiperazin-1-yl)-4-(o-tolyl)pyridin-3-yl)propanamide